biphenyl-2,3',4'-d3 C=1(C(=CC=CC1)[2H])C1=CC(=C(C=C1)[2H])[2H]